S(=O)=O.[F] fluorine compound with sulfur dioxide